NC=1N=C2N(C=C(C=C2)C=2C(=C3C(=NC2)NC=C3)C)C1C(=O)C1CNC1 (2-amino-6-(4-methyl-1H-pyrrolo[2,3-b]pyridin-5-yl)imidazo[1,2-a]pyridin-3-yl)(azetidin-3-yl)methanone